methyl 7-chloro-2-(1-(1-fluorocyclopropane-1-carbonyl) piperidin-4-yl)-2,4-dimethylbenzo[d][1,3]dioxan-5-carboxylate ClC=1C=C(C2=C(OC(OC2C)(C)C2CCN(CC2)C(=O)C2(CC2)F)C1)C(=O)OC